The molecule is a member of the class of pyridopyrimidines that is 2-{[5-(piperazin-1-yl)pyridin-2-yl]amino}pyrido[2,3-d]pyrimidin-7-one bearing additional methyl, acetyl and cyclopentyl substituents at positions 5, 6 and 8 respectively. It is used in combination with letrozole for the treatment of metastatic breast cancer. It has a role as an EC 2.7.11.22 (cyclin-dependent kinase) inhibitor and an antineoplastic agent. It is a pyridopyrimidine, an aminopyridine, a secondary amino compound, a member of piperidines, an aromatic ketone, a member of cyclopentanes and a tertiary amino compound. CC1=C(C(=O)N(C2=NC(=NC=C12)NC3=NC=C(C=C3)N4CCNCC4)C5CCCC5)C(=O)C